1-[4-(7-cyclopentyl-1-fluoro-3,8,9,10-tetrahydrocyclohepta[e]indazol-6-yl)phenyl]piperidine-4-carbaldehyde C1(CCCC1)C1=C(C2=C(C=3C(=NNC3C=C2)F)CCC1)C1=CC=C(C=C1)N1CCC(CC1)C=O